ClC=1C=C2C=C(C(=NC2=C(C1)F)C1=CC=NN1C)C#N 6-chloro-8-fluoro-2-(1-methyl-1H-pyrazol-5-yl)quinoline-3-carbonitrile